6-chloro-N-(cyclohexylmethyl)-2-(4-methylpiperazin-1-yl)pyrido[3,4-d]pyrimidin-4-amine ClC1=CC2=C(N=C(N=C2NCC2CCCCC2)N2CCN(CC2)C)C=N1